((3-(acryloyloxy)propionyl)oxy)propionic acid C(C=C)(=O)OCCC(=O)OC(C(=O)O)C